COC1=CC=C(C=N1)[C@H](CC(=O)O)N1N=C2C=CC(=CC2=C1)CCCC1=NC=2NCCCC2C=C1 (S)-3-(6-Methoxypyridin-3-yl)-3-(5-(3-(5,6,7,8-tetrahydro-1,8-naphthyridin-2-yl)propyl)-2H-indazol-2-yl)propanoic acid